C1CCC2=C(C=CC=C12)C1CCN(CC1)C(CN1N=C(C2=C1CCC2)C(=O)N2C[C@H](O[C@H](C2)C)C)=O 1-[4-(2,3-Dihydro-1H-inden-4-yl)piperidin-1-yl]-2-{3-[(2R,6S)-2,6-dimethylmorpholin-4-carbonyl]-5,6-dihydrocyclopenta[c]pyrazol-1(4H)-yl}ethan-1-on